6-(3,5-difluoroanilino)-3-methoxy-N-[(8-methyl-5-oxaspiro[3.5]nonan-8-yl)methyl]pyridine-2-carboxamide FC=1C=C(NC2=CC=C(C(=N2)C(=O)NCC2(CCOC3(CCC3)C2)C)OC)C=C(C1)F